ClC1=C(C=C(C(=C1)C1(COC1)OC1=C(C=CC=C1)C#N)C)N=CN(C)CC N'-(2-chloro-4-(3-(2-cyanophenoxy)oxetan-3-yl)-5-methylphenyl)-N-ethyl-N-methylformimidamide